2,6-dideuterophenol [2H]C1=C(C(=CC=C1)[2H])O